4-(5-(difluoromethyl)-1,3,4-thiadiazol-2-yl)-2-methyl-N-(1-methylcyclopropyl)-8-((3S,5S)-3,4,5-trimethylpiperazin-1-yl)quinazoline-6-sulfonamide FC(C1=NN=C(S1)C1=NC(=NC2=C(C=C(C=C12)S(=O)(=O)NC1(CC1)C)N1C[C@@H](N([C@H](C1)C)C)C)C)F